6-{5-chloro-2-[(oxacyclohex-4-yl)amino]pyrimidin-4-yl}-2-[2-(1-methyl-2,3,4,5-tetrahydro-1H-3-benzazepin-3-yl)-2-oxoethyl]-2,3-dihydro-1H-isoindol-1-one ClC=1C(=NC(=NC1)NC1CCOCC1)C1=CC=C2CN(C(C2=C1)=O)CC(=O)N1CCC2=C(C(C1)C)C=CC=C2